N1NCC2C1=CCOC2 tetrahydropyrano[4,3-c]pyrazol